C1(=CC=CC=C1)C(=O)[C@H]1[C@@H]([C@@H](C1)C1=NC=CC=C1)C1=CC=CC=C1 phenyl-((1r,2r,3r)-2-phenyl-3-(pyridin-2-yl)cyclobutyl)methanone